FC1=C(C(=C(C(=C1F)F)F)F)[B-](C1=C(C(=C(C(=C1F)F)F)F)F)(C1=C(C(=C(C(=C1F)F)F)F)F)C1=C(C(=C(C(=C1F)F)F)F)F.C[NH+](C1=CC=CC=C1)CCCCCCCCCCCCCCCC methyl-N-hexadecylanilinium [tetrakis(perfluorophenyl)borate]